C(C)(C)(C)OC(=O)NC=1C=CC=2N(C1)C(=CN2)C2=CC=C(S2)C(=O)OCC ethyl 5-(6-((tert-butoxycarbonyl)amino)imidazo[1,2-a]pyridin-3-yl)thiophene-2-carboxylate